FC1=CC=C(OCC2N(C3CC(C2C)C3)C(=O)C3=NC(=CC=C3N3N=CC=C3)C)C=C1 trans-3-[(4-Fluorophenoxy)methyl]-4-methyl-2-[6-methyl-3-(1H-pyrazol-1-yl)pyridin-2-carbonyl]-2-azabicyclo[3.1.1]heptan